N-(3-aminopropyl)-diethylenetriamine NCCCNCCNCCN